(4-(Methoxy-d3)phenyl)methanol allyl-(2R,5S)-5-methyl-2-[2-[(2s)-2-(dimethylamino)propyl]-1,3-benzothiazol-5-yl]piperidine-1-carboxylate C(C=C)[C@@]1(N(C[C@H](CC1)C)C(=O)OCC1=CC=C(C=C1)OC([2H])([2H])[2H])C=1C=CC2=C(N=C(S2)C[C@H](C)N(C)C)C1